C(C)(C)(C)OC(=O)N1C[C@@H](CC1)N(CC1=CC=CC=C1)CC1=CC=CC=C1 (3R)-3-(dibenzylamino)pyrrolidine-1-carboxylic acid tert-butyl ester